[(2RS,4RS)-1-(2-amino-4-fluorophenyl)-2-methylpiperidin-4-yl][5-chloro-1-methyl-6-(2H-1,2,3-triazol-2-yl)-1H-pyrrolo[2,3-b]pyridin-3-yl]methanone NC1=C(C=CC(=C1)F)N1[C@@H](C[C@@H](CC1)C(=O)C1=CN(C2=NC(=C(C=C21)Cl)N2N=CC=N2)C)C |r|